N-(3,5-difluoro-4-((6-methoxy-7-(2-(methylamino)ethoxy)quinolin-4-yl)oxy)phenyl)-4-(2-methoxyethoxy)pyridine-3-carboxamide FC=1C=C(C=C(C1OC1=CC=NC2=CC(=C(C=C12)OC)OCCNC)F)NC(=O)C=1C=NC=CC1OCCOC